2-(2-((3-Aminopropyl)(4-methyl-4'-(2-(4-methylpiperazin-1-yl)ethyl)-[1,1'-biphenyl]-3-yl)amino)thiazol-4-yl)pyrimidine-4,6-diamine NCCCN(C=1SC=C(N1)C1=NC(=CC(=N1)N)N)C=1C=C(C=CC1C)C1=CC=C(C=C1)CCN1CCN(CC1)C